tert-butyl N-[1-[6-[[4-(5-methoxy-3-pyridyl)triazol-1-yl]methyl]pyridazin-3-yl]-3-methyl-3-piperidyl]carbamate COC=1C=C(C=NC1)C=1N=NN(C1)CC1=CC=C(N=N1)N1CC(CCC1)(C)NC(OC(C)(C)C)=O